FC1=CC2=C(N=C(O2)CCC(C)C)C=C1 6-fluoro-2-isopentylbenzo[d]oxazol